ClC=1C(=NC=NC1)N1CCC2=CC=C(C=C12)C(F)F 5-chloro-4-(6-(difluoromethyl)indolin-1-yl)pyrimidin